C(=O)C1(CCC1)C1=CC=C2C=C(C(=NC2=C1)OC)C(=O)OCC ethyl 7-(1-formylcyclobutyl)-2-methoxyquinoline-3-carboxylate